1-methylethyl 3-[3-(2-methoxy-3-pyridyl) pyrazolo[1,5-a]pyrimidin-5-yl]-2-oxo-1-imidazolidinecarboxylate COC1=NC=CC=C1C=1C=NN2C1N=C(C=C2)N2C(N(CC2)C(=O)OC(C)C)=O